2-(2-chlorophenyl)-N-(1-(difluoromethoxy)-5-sulfamoylisoquinolin-7-yl)acetamide ClC1=C(C=CC=C1)CC(=O)NC1=CC(=C2C=CN=C(C2=C1)OC(F)F)S(N)(=O)=O